Ditert-butyl [4-[4-[[(2S)-3,3-dicyclopropyl-2-[(2-ethylpyrazole-3-carbonyl)amino]propanoyl]amino]phenyl]-3,5-dimethyl-pyrazol-1-yl]methyl phosphate P(=O)(OC(C)(C)C)(OC(C)(C)C)OCN1N=C(C(=C1C)C1=CC=C(C=C1)NC([C@H](C(C1CC1)C1CC1)NC(=O)C=1N(N=CC1)CC)=O)C